C[Si](C)(C)CC(C)([N-]C(C)C)[Si](C)(C)C.[Li+] lithium bis(trimethylsilyl)diisopropylamide